2-(aminoethyl)triethylenetetramine NCCC(N)CNCCNCCN